C(C1=CC=CC=C1)N1CCN(CC1)CC1=CC=2N(C=C1)N=CC2N2C(NC(CC2)=O)=O 1-(5-((4-benzylpiperazin-1-yl)methyl)pyrazolo[1,5-a]pyridin-3-yl)dihydropyrimidine-2,4(1H,3H)-dione